3-(2-((Tert-butyldimethylsilyl)oxy)ethyl)-4-methylisoquinoline [Si](C)(C)(C(C)(C)C)OCCC=1N=CC2=CC=CC=C2C1C